2-[[(2S)-2-amino-3-[5-[bis(2-chloroethyl)amino]-1-methyl-benzimidazol-2-yl]propanoyl]amino]-3-methyl-butanoic acid N[C@H](C(=O)NC(C(=O)O)C(C)C)CC1=NC2=C(N1C)C=CC(=C2)N(CCCl)CCCl